5-phenyl-oxadiazole C1=CC=C(C=C1)C2=CN=NO2